ClC1=C(C=CC=C1C1=NC=CC(=C1Cl)C1=NC(=C(C=C1)CNCC(C)O)OC)NC1=NC=CC(=C1F)CNC1CCN(CC1)C(C)=O 1-(4-(((2-((2-chloro-3-(3'-chloro-5-(((2-hydroxypropyl)amino)methyl)-6-methoxy-[2,4'-bipyridin]-2'-yl)phenyl)amino)-3-fluoropyridin-4-yl)methyl)amino)piperidin-1-yl)ethan-1-one